benzyl 2-(3-(2-methoxyethyl)-2-(1-methyl-1H-pyrazol-4-yl)-7-morpholino-3H-imidazo[4,5-b]pyridin-5-yl)hydrazinecarboxylate COCCN1C(=NC=2C1=NC(=CC2N2CCOCC2)NNC(=O)OCC2=CC=CC=C2)C=2C=NN(C2)C